N[C@@H](CO)C(=O)OC[C@H]1O[C@H]([C@@H]2OC(O[C@@H]21)=O)N2C(N=C(C=C2)NO)=O ((3aR,4R,6R,6aR)-6-(4-(hydroxyamino)-2-oxopyrimidin-1(2H)-yl)-2-oxotetrahydrofuro[3,4-d][1,3]dioxol-4-yl)methyl L-serinate